BrC1=C2C(=NC=C1)NC(=C2)C(F)(F)F 4-Bromo-2-(trifluoromethyl)-1H-pyrrolo[2,3-b]pyridine